4-Fluoro-N-methyl-N-(1-(4-(1-methyl-1H-pyrazol-5-yl)phthalazin-1-yl)piperidin-4-yl)-2-(trifluoromethyl)benzamide FC1=CC(=C(C(=O)N(C2CCN(CC2)C2=NN=C(C3=CC=CC=C23)C2=CC=NN2C)C)C=C1)C(F)(F)F